2-(3,4-dimethoxyphenyl)ethylmethylamine COC=1C=C(C=CC1OC)CCNC